O[C@@H]1CCNC1 (2S,4R)-4-hydroxypyrrolidin